tert-butyl 6-(4-amino-3-isopropyl-3H-imidazo[4,5-c]pyridin-6-yl)-1-((1s,3s)-3-(3,3-dimethylpyrrolidin-1-yl) cyclobutyl)-2-oxospiro[indoline-3,4'-piperidine]-1'-carboxylate NC1=NC(=CC2=C1N(C=N2)C(C)C)C2=CC=C1C(=C2)N(C(C12CCN(CC2)C(=O)OC(C)(C)C)=O)C2CC(C2)N2CC(CC2)(C)C